1-methyl-5-[2-phenylethenyl]-6H-pyrazolo[4,3-d]pyrimidin-7-one CN1N=CC=2N=C(NC(C21)=O)C=CC2=CC=CC=C2